C1(=CC=CC=C1)NC1=C2N=C(NC2=NC=N1)C1=CC=CC=C1 N,8-diphenyl-9H-purin-6-amine